4-(4-chlorophenyl)cyclohexyl-carboxylic acid ClC1=CC=C(C=C1)C1CCC(CC1)C(=O)O